(2R,3R,4S,5R,6R)-4-(4-(4-chloro-2,3-difluorophenyl)-1H-1,2,3-triazol-1-yl)-6-((5-cyclopentylisoxazol-3-yl)methyl)-2-(hydroxymethyl)-5-methoxytetrahydro-2H-pyran-3-ol ClC1=C(C(=C(C=C1)C=1N=NN(C1)[C@H]1[C@H]([C@H](O[C@@H]([C@@H]1OC)CC1=NOC(=C1)C1CCCC1)CO)O)F)F